l-3-chloro-1-(2-methyl-3-(3,4,5-trimethoxyphenyl)acryloyl)-5,6-dihydro-pyridin-2(1H)-one ClC=1C(N(CCC1)C(C(=CC1=CC(=C(C(=C1)OC)OC)OC)C)=O)=O